CSC1=NC(=CC(=N1)C=1C=C(C(=O)O)C=CC1)C(F)(F)F 3-(2-(methylthio)-6-(trifluoromethyl)pyrimidin-4-yl)benzoic acid